C(N)(=N)C1=CC=C(OCCCCCCOC2=CC=C(C=C2)C(N)=N)C=C1 1,6-bis(4-amidinophenoxy)-n-hexane